COC=1C=C2C(=CNC2=CC1)CCNC1=NC=CC(=N1)NC1=CC2=C(NC(=N2)C)C=C1 N2-[2-(5-methoxy-1H-indol-3-yl)ethyl]-N4-(2-methyl-1H-benzo[d]imidazol-5-yl)pyrimidine-2,4-diamine